Ethyl (E)-4-((3,4-difluorophenyl) (methyl) amino)-4-oxobut-2-enoate FC=1C=C(C=CC1F)N(C(/C=C/C(=O)OCC)=O)C